FN1CC=CC=C1C1=CC=C2C=CNC2=C1F 1-fluoro-6-(7-fluoro-1H-indol-6-yl)pyridine